ClC1=C(C=C(C=C1)F)C1C=2N(CC(N1)=O)C(=CC2[N+](=O)[O-])C=2C=NN(C2)C(F)F 1-(2-chloro-5-fluorophenyl)-6-(1-(difluoromethyl)-1H-pyrazol-4-yl)-8-nitro-1,2-dihydropyrrolo[1,2-a]pyrazin-3(4H)-one